C(C)(C)(C)OC(=O)N1C2C(C(CC1CC2)=O)C(\C=C\C2=CC=CC=C2)O (+-)-2-((E)-1-hydroxy-3-phenylallyl)-3-oxo-8-azabicyclo[3.2.1]octane-8-carboxylic acid tert-butyl ester